C(C)OC(CCC(=O)N1CC2=CC(=C(C=C2C1)OCCCOC1=CC2=C(SC(=C2)C(CCC(=O)OCC)=O)C=C1OCOC)OC)=O 4-(5-(3-((2-(4-ethoxy-4-oxobutanoyl)-6-(methoxymethoxy)benzo[b]thiophen-5-yl)oxy)propoxy)-6-methoxyisoindolin-2-yl)-4-oxobutanoic acid ethyl ester